1-(3,3-difluoropiperidin-1-yl)-2-(4-(2-(2,6-dimethylpyridin-4-yl)-3-isopropyl-1H-indol-5-yl)piperidin-1-yl)ethan-1-one FC1(CN(CCC1)C(CN1CCC(CC1)C=1C=C2C(=C(NC2=CC1)C1=CC(=NC(=C1)C)C)C(C)C)=O)F